10-Methoxy-N-(1-methyl-6-oxo-1,6-dihydropyridazin-3-yl)-7-thia-2,5-diazatricyclo[6.4.0.02,6]dodeca-1(12),3,5,8,10-pentaene-4-carboxamide COC=1C=C2SC3=NC(=CN3C2=CC1)C(=O)NC1=NN(C(C=C1)=O)C